C(CCCCCCC\C=C/C\C=C/CCCCC)C1(NCCN(C1)C)CCCCCCCC\C=C/C\C=C/CCCCC 2,2-dilinoleyl-4-methylpiperazine